iron titanium scandium manganese [Mn].[Sc].[Ti].[Fe]